ClC1=C(C=C(C(=C1)C)C1(OC1)C1=CC=CC=C1)C=1C(=CC=C(C1F)OCCOC)C#N 2'-Chloro-6-fluoro-5-(2-methoxyethoxy)-4'-methyl-5'-(2-phenyloxiran-2-yl)-[1,1'-biphenyl]-2-carbonitrile